C1(CCCCC1)NC1=C(N=C2N1C=CC=C2)C2=CC=CC=C2 N-cyclohexyl-2-phenylimidazo[1,2-a]pyridin-3-amine